2-[(2S)-1-(2-fluoroprop-2-enoyl)-4-[7-(6-methyl-4-isoquinolyl)-2-[[(2S)-1-methylpyrrolidin-2-yl]methoxy]-6,8-dihydro-5H-pyrido[3,4-d]pyrimidin-4-yl]piperazin-2-yl]acetonitrile FC(C(=O)N1[C@H](CN(CC1)C=1C2=C(N=C(N1)OC[C@H]1N(CCC1)C)CN(CC2)C2=CN=CC1=CC=C(C=C21)C)CC#N)=C